(S)-6,7-dichloro-1,2,3,4-tetrahydroisoquinoline-3-carboxylic acid ClC=1C=C2C[C@H](NCC2=CC1Cl)C(=O)O